4,4'-Dimethoxytrityl thiol COC1=CC=C(C(C2=CC=C(C=C2)OC)(C2=CC=CC=C2)S)C=C1